N[C@H](C(=O)NC1=CC=C(C=C1)COC=1C=C2OC=3C=C(C=CC3C3(C2=CC1)OCC1=CC=CC=C13)OC)CC(C)C (2S)-2-Amino-N-(4-(((3'-methoxy-3H-spiro[isobenzofuran-1,9'-xanthen]-6'-yl)oxy)methyl)phenyl)-4-methylpentanamide